BrC1=C(COC2=CC(=C(CN[C@@H](C)C(=O)O)C=C2Cl)OCC2=CC(=CC=C2)C#N)C=CC=C1C1=CC=CC=C1 N-(4-(2-bromo-3-phenylbenzyloxy)-5-chloro-2-(3-cyanobenzyloxy)benzyl)alanine